7-bromo-3-(2-amino-3-chloropyridin-4-yl)quinazolin-2,4(1H,3H)-dione BrC1=CC=C2C(N(C(NC2=C1)=O)C1=C(C(=NC=C1)N)Cl)=O